4-Methylphenylacetaldehyde CC1=CC=C(C=C1)CC=O